lactic acid heptadecyl ester stearyl-lactyllactate C(CCCCCCCCCCCCCCCCC)CC(C(=O)O)(O)C(C(O)C)=O.C(CCCCCCCCCCCCCCCC)OC(C(O)C)=O